5'-(trifluoromethyl)-3'H-spiro[cyclohexane-1,1'-isobenzofuran]-4-one FC(C=1C=C2COC3(C2=CC1)CCC(CC3)=O)(F)F